O1C=COC=C1 4,1-dioxin